BrC=1C=NC(=NC1)CC#N 2-(5-bromopyrimidin-2-yl)acetonitrile